N-[2-(1-benzylpiperidin-4-yl)ethyl]-N-methyl-1-[4-(trifluoromethoxy)phenyl]piperidine-4-carboxamide C(C1=CC=CC=C1)N1CCC(CC1)CCN(C(=O)C1CCN(CC1)C1=CC=C(C=C1)OC(F)(F)F)C